CC1(OC[C@@H](O1)CON)C (R)-O-(2,2-dimethyl-(1,3)dioxolan-4-ylmethyl)-hydroxylamine